sodium 5,5-diphenyl-2,4-imidazolidinedione C1(=CC=CC=C1)C1(C(NC(N1)=O)=O)C1=CC=CC=C1.[Na]